ON=CC(CC(=O)O)=O 4-(hydroxyimino)-3-oxobutyric acid